CC=1C=CC=C2C(N(C=NC12)CCl)=O 8-methyl-3-(chloromethyl)quinazolin-4(3H)-one